CNS(=O)(=O)C=1C=C2C(=CN(C2=CC1)C1=CC=C(C=C1)C(F)(F)F)C=1N=CN(C1)CCS(=O)(=O)C N-methyl-3-(1-(2-(methylsulfonyl)ethyl)-1H-imidazol-4-yl)-1-(4-(trifluoromethyl)phenyl)-1H-indole-5-sulfonamide